(Z,Z)-6,9-Heptacosadiene CCCCC\C=C/C\C=C/CCCCCCCCCCCCCCCCC